methanone, methanesulfonate salt CS(=O)(=O)O.C=O